BrC1=C(C=C(CN2C(=NC3(C2=O)CCCCC3)CCCC)C=C1)C 3-(4-bromo-3-methylbenzyl)-2-butyl-1,3-diazaspiro[4.5]dec-1-en-4-one